N-(3-chloro-5-methylbenzyl)-2-(2,5-dimethoxypyridin-4-yl)ethan-1-amine 2,2,2-trifluoroacetate FC(C(=O)O)(F)F.ClC=1C=C(CNCCC2=CC(=NC=C2OC)OC)C=C(C1)C